4-amino-1-[(2R,3S,4R,5R)-5-ethenyl-3-fluoro-4-hydroxy-5-(hydroxymethyl)oxolan-2-yl]-5-fluoropyrimidin-2-one NC1=NC(N(C=C1F)[C@@H]1O[C@@]([C@H]([C@@H]1F)O)(CO)C=C)=O